(3'S,7'R)-N-(2,4-difluorobenzyl)-12'-hydroxy-3'-methyl-1',11'-dioxo-1',4',5',11'-tetrahydro-3'H,7'H-spiro[[1,3]dioxolane-2,6'-[2,7]methanopyrido[1,2-a][1,4]diazonine]-10'-carboxamide FC1=C(CNC(=O)C=2C(C(=C3N([C@H]4C5(CC[C@@H](N(C3=O)C4)C)OCCO5)C2)O)=O)C=CC(=C1)F